C1=CC(=CC(=C1)C(C(F)(F)F)(C(F)(F)F)O)C(C(F)(F)F)(C(F)(F)F)O 1,3-Bis(2-hydroxyhexafluoroisopropyl)benzene